B(O)(O)O.C(CC(=O)O)(=O)O.C(CC(=O)O)(=O)O.[F-].[Li+] lithium fluoride bis(malonate) borate